C(#N)C1=CC=2N(N=C1)C(=CC2)C2=CC(=C(C=N2)C2=NN=C(S2)[C@@H]2CC[C@H](CO2)NC(C)=O)NC(C)C N-((3R,6S)-6-(5-(6-(3-cyanopyrrolo[1,2-b]pyridazin-7-yl)-4-(isopropylamino)pyridin-3-yl)-1,3,4-thiadiazol-2-yl)tetrahydro-2H-pyran-3-yl)acetamide